2-chloro-4-(1H-pyrazol-4-yl)pyrimidine ClC1=NC=CC(=N1)C=1C=NNC1